1-((benzyloxy)methyl)cyclopropane-1-sulfonyl chloride C(C1=CC=CC=C1)OCC1(CC1)S(=O)(=O)Cl